C(CCCCCCCC)(=O)O[C@@H]1[C@](O[C@H](C1)N1C2=NC(=NC(=C2N=C1)N)F)(COC(CCCCCCCC)=O)C#C (2R,3S,5R)-5-(6-amino-2-fluoro-9H-purin-9-yl)-2-ethynyl-2-((nonanoyloxy)methyl)tetrahydrofuran-3-yl nonanoate